2-(2-bromobenzyl)-4,5-difluoro-2,3-dihydro-1H-inden-1-one BrC1=C(CC2C(C3=CC=C(C(=C3C2)F)F)=O)C=CC=C1